Diethyl 4-methyl-1H-pyrazole-3,5-dicarboxylate CC=1C(=NNC1C(=O)OCC)C(=O)OCC